7-bromo-2-(hydroxymethyl)imidazo[1,2-a]pyridine-3-carboxylic acid ethyl ester C(C)OC(=O)C1=C(N=C2N1C=CC(=C2)Br)CO